CC1=C(C=C(C=N1)NC(CN1CCCCC1)=O)[N+](=O)[O-] N-(6-methyl-5-nitropyridin-3-yl)-2-(piperidin-1-yl)acetamide